NC=1C=NC2=CC=CC(=C2C1N)OCC(C)O 1-[(3,4-diamino-5-quinolyl)oxy]-propan-2-ol